1,3-benzodioxol-5-ylmethanamine O1COC2=C1C=CC(=C2)CN